bis{(trimethylsilanyl) oxy} trisiloxane tert-butyl (5-chloro-3-(trifluoromethyl)thieno[3,2-b]pyridin-7-yl)(thiophen-2-ylmethyl)carbamate ClC1=CC(=C2C(=N1)C(=CS2)C(F)(F)F)N(C(OC(C)(C)C)=O)CC=2SC=CC2.C[Si](O[Si](O[SiH3])(O[SiH3])O[Si](C)(C)C)(C)C